[Pt].[Os].C[Si](OC)(C(C)CC)C di(methyl)sec-butyl-(methoxy)silane osmium-platinum